N-((1-(4-(6-(Difluoromethyl)imidazo[1,2-b]pyridazin-3-yl)-6-(piperazin-1-yl)pyridin-2-yl)piperidin-3-yl)methyl)methanesulfonamide FC(C=1C=CC=2N(N1)C(=CN2)C2=CC(=NC(=C2)N2CCNCC2)N2CC(CCC2)CNS(=O)(=O)C)F